R or S-tert-leucinol N[C@H](C(C)(C)C)CO |o1:1|